CCCCOC(=O)C(=C)C N-Butyl methacrylate